N-(azetidin-3-yl)-7-oxo-7H-benzo[h]pyrido[2,1-b]quinazoline-12-carboxamide dihydrochloride Cl.Cl.N1CC(C1)NC(=O)C1=CC=CN2C1=NC=1C3=C(C=CC1C2=O)C=CC=C3